N[C@@H](CN1C=2C(OCC1)=CSC2C(=O)OC)CO methyl (S)-4-(2-amino-3-hydroxypropyl)-3,4-dihydro-2H-thieno[3,4-b][1,4]oxazine-5-carboxylate